8-[(1R)-1-[3,4-difluoro-2-(1-hydroxy-2,3,1-benzoxazaborinin-6-yl)anilino]ethyl]-6-methyl-2-(1-piperidyl)chromen-4-one FC=1C(=C(N[C@H](C)C=2C=C(C=C3C(C=C(OC23)N2CCCCC2)=O)C)C=CC1F)C=1C=CC2=C(C=NOB2O)C1